C(C)(C)(C)N1N=CC(=C1)C=1NC=2N(C(C1C(C)C)=O)N=CC2C#N 5-(1-tert-Butyl-1H-pyrazol-4-yl)-6-isopropyl-7-oxo-4,7-dihydropyrazolo[1,5-a]pyrimidine-3-carbonitrile